1-methylpyrrolo[2,3-b]pyridin CN1C=CC=2C1=NC=CC2